N1CC(C1)C1=NC=C(C=C1)N1CC(CC1)C(F)(F)F 2-(Azetidin-3-yl)-5-[3-(trifluoro-methyl)pyrrolidin-1-yl]pyridine